NC1=C(SC2=NC(=CC=C21)C)C(=O)NCCC2=C(C=C(C(=C2)F)C2CCNCC2)F 3-Amino-N-(2,5-difluoro-4-(piperidin-4-yl)phenethyl)-6-methylthieno[2,3-b]pyridine-2-carboxamide